P1OC2=C(C=CC=C2)OPO1 3-phenylene diphosphonite